FC1(CN(CCC1=O)C(=O)OC(C)(C)C)F Tert-butyl 3,3-difluoro-4-oxopiperidine-1-carboxylate